C(C)(C)(C)OC(=O)N[C@H]1[C@@H](C[C@H](CC1)C(=O)OC)O Methyl (1S,3R,4R)-4-((tert-butoxycarbonyl)amino)-3-hydroxycyclohexane-1-carboxylate